C(#N)C=1C(=NC(=CC1C(F)(F)F)C)N1[C@@H]([C@H]2[C@@H](C1)CCC2)C(=O)N(C=2C=C(C=CC2)C)C (1S,3aS,6aR)-2-(3-cyano-6-methyl-4-(trifluoromethyl)pyridin-2-yl)-N-methyl-N-(m-tolyl)octahydrocyclopenta[c]pyrrole-1-carboxamide